C(C)S(=O)(=O)C1=CC=C(C=C1)CC(=O)NC1=CC=C(C=C1)CNCCC 2-(4-(ethanesulfonyl)phenyl)-N-(4-((propylamino)methyl)phenyl)acetamide